ClC1=C(N=C(N(C1=O)C1=CC(=NC=C1C)N1N=C(C(=C1)F)C(C)(C)[N-]C1CC1)C)OC([2H])([2H])C1=NC=C(C=C1F)F (R)-N-(2-(1-(4-(5-chloro-4-((3,5-difluoropyridin-2-yl)methoxy-d2)-2-methyl-6-pyrimidinone-1(6H)-yl)-5-methylpyridin-2-yl)-4-fluoro-1H-pyrazol-3-yl)propan-2-yl)cyclopropylamide